2-(2,5-difluoro-3-nitrophenyl)-4,4,5,5-tetramethyl-1,3,2-dioxaborolane FC1=C(C=C(C=C1[N+](=O)[O-])F)B1OC(C(O1)(C)C)(C)C